[2-chloro-5-fluoro-3-[2-(1H-pyrazol-4-yl)ethyl]phenyl]-[(7S)-3-(3,5-difluorophenyl)-2,7-dimethyl-5,7-dihydro-4H-pyrazolo[3,4-c]pyridin-6-yl]methanone ClC1=C(C=C(C=C1CCC=1C=NNC1)F)C(=O)N1[C@H](C=2C(CC1)=C(N(N2)C)C2=CC(=CC(=C2)F)F)C